CN1C(C2(C3=C1C=NC=1C=CC(=CC31)C=3C=C(C(=NC3)OCCC3N(CCC3)C)NS(=O)(=O)C3=CC=CC=C3)CC2)=O N-(5-(3'-Methyl-2'-oxo-2',3'-dihydrospiro[cyclopropane-1,1'-pyrrolo[2,3-c]quinolin]-8'-yl)-2-(2-(1-methylpyrrolidin-2-yl)ethoxy)pyridin-3-yl)benzenesulfonamide